ClCC1=CC=C(C=C1)N1C(=NC=2C1=NC(=CC2)C2=NC=C(C=C2)OCC)C=2C(=NC=CC2)N 3-(3-(4-(Chloromethyl)phenyl)-5-(5-ethoxypyridin-2-yl)-3H-imidazo[4,5-b]pyridin-2-yl)pyridin-2-amine